(1r,3r)-3-(2-(4-isopropylphenyl)acetamido)cyclobutan-1-aminium chloride [Cl-].C(C)(C)C1=CC=C(C=C1)CC(=O)NC1CC(C1)[NH3+]